FC1=CC=C(C=C1)C=1SC=C(N1)CCSCCCCO 4-({2-[2-(4-fluorophenyl)-1,3-thiazol-4-yl]ethyl}thio)-1-butanol